m-[2-amino-6-(1-{[6-(methoxymethyl)-2-pyridinyl]methyl}-1H-1,2,3-triazol-4-yl)-4-pyrimidinyl]benzonitrile NC1=NC(=CC(=N1)C=1C=C(C#N)C=CC1)C=1N=NN(C1)CC1=NC(=CC=C1)COC